Cl.Cl.FC1=C2C=C(NC2=CC=C1OC1=CC=NC2=CC(=C(C=C12)OC)OCC1(CC1)N)C 1-((4-(4-Fluoro-2-methyl-1H-indol-5-yloxy)-6-methoxy-quinolin-7-yloxy)-methyl)cyclopropanamine bishydrochloride